C(C=C)N1N=CC=C1C(=O)N[C@H](C(=O)NC1=CC=C(C=C1)C=1C(=NNC1C)C)C1CCCCCC1 (S)-1-allyl-N-(1-cycloheptyl-2-((4-(3,5-dimethyl-1H-pyrazol-4-yl)phenyl)amino)-2-oxoethyl)-1H-pyrazole-5-carboxamide